O=C1NC(CCC1N1C(C2=CC=C(C=C2C1)C=1C=NN(C1)C1CCC(CC1)C=O)=O)=O 4-[4-[2-(2,6-dioxo-3-piperidyl)-1-oxo-isoindolin-5-yl]pyrazol-1-yl]cyclohexanecarbaldehyde